N-benzyl-1,2-ethylenediamine C(C1=CC=CC=C1)NCCN